COC(=O)C1(CCC2([C@H](CC3=CC=4OC(OC4C=C23)C)C[C@H](CO)C)CC1)NC1=CC(=CC=C1)Cl (1R,4S,6'S)-4-(3-Chloroanilino)-6'-[(2R)-3-hydroxy-2-methylpropyl]-2'-methyl-6',7'-dihydro-2'H-spiro[cyclohexane-1,5'-indeno[5,6-d][1,3]dioxole]-4-carboxylic acid methyl ester